2,3-dihydroxypropyl octanoate C(CCCCCCC)(=O)OCC(CO)O